methyl 2,4,6-trifluoro-benzoate FC1=C(C(=O)OC)C(=CC(=C1)F)F